5-Benzyl-2,2-dimethyl-N-(2-phenylethyl)-4-(1-piperidyl)piperidine-1-carboxamide C(C1=CC=CC=C1)C1C(CC(N(C1)C(=O)NCCC1=CC=CC=C1)(C)C)N1CCCCC1